BrC1=C(N(C2=NC=CN=C21)S(=O)(=O)C2=CC=C(C)C=C2)[2H] 7-bromo-5-tosyl-5H-pyrrolo[2,3-b]pyrazine-6-d